4-cyclohexyl-1-methyl-5-(1-methyl-1H-pyrazol-4-yl)pyridin-2(1H)-one C1(CCCCC1)C1=CC(N(C=C1C=1C=NN(C1)C)C)=O